C1=CC=C(C=C1)C[C@@H](C(=O)[O-])NC(=O)CC[C@@H](C(=O)[O-])[NH3+] The molecule is a peptide anion obtained by deprotonation of both carboxy groups and protonation of the glutamyl amino group of gamma-Glu-Phe. Major species at pH 7.3. It has a role as a human urinary metabolite. It is a conjugate base of a gamma-Glu-Phe.